C(C)(C)(C)OC(=O)N[C@H](C)C1=CC=C2C(=N1)NC(=C2)C2=NC1=C(N2CC(F)(F)F)C=C(C(=C1)C(=O)OC)F methyl (R)-2-(6-(1-((tert-butoxycarbonyl)amino)ethyl)-1H-pyrrolo[2,3-b]pyridin-2-yl)-6-fluoro-1-(2,2,2-trifluoroethyl)-1H-benzo[d]imidazole-5-carboxylate